2,6-di-t-butyl-4-methylphenyl-stearyl-pentaerythritol diphosphite OP(O)OP(O)O.C(C)(C)(C)C1=C(C(=CC(=C1)C)C(C)(C)C)C(O)(C(CO)(CO)CO)CCCCCCCCCCCCCCCCCC